(R)-2-((1-(2-(2-azabicyclo[2.1.1]hexan-2-yl)-3,7-dimethyl-4-oxo-4H-pyrido[1,2-a]pyrimidin-9-yl)ethyl)amino)benzoic acid C12N(CC(C1)C2)C=2N=C1N(C(C2C)=O)C=C(C=C1[C@@H](C)NC1=C(C(=O)O)C=CC=C1)C